OC1=C(C=C(C=C1)N)CC1=C(C=CC(=C1)N)O bis(2-hydroxy-5-aminophenyl)-methane